L-aspartic acid calcium salt [Ca+2].N[C@@H](CC(=O)[O-])C(=O)[O-]